C(C)(CCCC)[Sn](OC(C)(C)C)(OC(C)(C)C)OC(C)(C)C sec-hexyl-tris(t-butoxy)tin